[Na].CC(C)C=1C=C(C=C(C1)C(C)C)CC(=O)NS(N(C[C@H]1N(CCC1)C)C=1C=NN(C1)C)(=O)=O [3,5-bis(propan-2-yl)phenyl]-N-[(1-methyl-1H-pyrazol-4-yl)({[(2S)-1-methylpyrrolidin-2-yl]methyl})sulfamoyl]acetamide sodium salt